BrC1=C(CNC(C)=O)C(=CC=C1)F N-(2-bromo-6-fluorobenzyl)acetamide